ClC=1C2=C(N=CN1)C1=C(O2)N=C(C=C1C)C 4-Chloro-7,9-dimethylpyrido[3',2':4,5]furo[3,2-d]pyrimidine